7-(6-((1S,6R,7R)-7-(aminomethyl)-7-(2-fluorophenyl)-3-azabicyclo[4.1.0]heptan-3-yl)-1H-pyrazolo[3,4-b]pyrazin-3-yl)quinazolin-4(3H)-one NC[C@@]1([C@@H]2CCN(C[C@H]12)C1=CN=C2C(=N1)NN=C2C2=CC=C1C(NC=NC1=C2)=O)C2=C(C=CC=C2)F